3-[3-methyl-5-(4-piperidyl)indol-1-yl]piperidine-2,6-dione TFA salt OC(=O)C(F)(F)F.CC1=CN(C2=CC=C(C=C12)C1CCNCC1)C1C(NC(CC1)=O)=O